N[C@@H]1CC(N(C1)C1=CC=C(C=C1)S(=O)(=O)N1CCN(CC1)C1=NC(=CC(=C1)C1(CC1)C1CCC(CC1)NC(CCCN(CCN)CCN)=O)Cl)=O N-[4-[1-[2-[4-[4-[(4R)-4-amino-2-oxo-pyrrolidin-1-yl]phenyl]sulfonylpiperazin-1-yl]-6-chloro-4-pyridyl]cyclopropyl]cyclohexyl]-4-[bis(2-aminoethyl)amino]butanamide